C1(CC1)COC1=CC(=C2C(NC(=NC2=C1)CCN1CCN(CC1)C1CCN(CC1)C1=C(C=C(C=C1)NC1C(NC(CC1)=O)=O)F)=O)F 3-((4-(4-(4-(2-(7-(cyclopropylmethoxy)-5-fluoro-4-oxo-3,4-dihydroquinazolin-2-yl)ethyl)piperazin-1-yl)piperidin-1-yl)-3-fluorophenyl)amino)piperidine-2,6-dione